1-chloro-2-(chloromethyl)-3,5-dioxahexane ClCC(OCOC)CCl